C(C)N([C@@H](CO)C(=O)O)C1=CC=CC=C1 ethyl-phenylserine